2,6,6-trimethylcyclohexanone CC1C(C(CCC1)(C)C)=O